propylenebismyristic acid amide C(C(C)CCCCCCCCCCCCCC(=O)N)CCCCCCCCCCCCCC(=O)N